C(C1=CC=CC=C1)OC1=CC=C(C=C1)C=1NC=C(N1)C(=O)C1=CC=C(C=C1)F (2-(4-(benzyloxy)phenyl)-1H-imidazol-4-yl)(4-fluorophenyl)methanone